1-isopropyl-N-[5-{2-[(methylsulfonyl)amino]-2-oxoethyl}-2-(trifluoromethyl)phenyl]-5-(3-phenylpropyl)-1H-pyrrole-2-carboxamide C(C)(C)N1C(=CC=C1CCCC1=CC=CC=C1)C(=O)NC1=C(C=CC(=C1)CC(=O)NS(=O)(=O)C)C(F)(F)F